rac-tert-butyl (5-(2-((2R,5R)-4,4-difluoro-2-(1H-Indazol-5-yl)-5-methylpiperidin-1-yl)-2-oxoacetamido)-3-ethylpyridin-2-yl)carbamate FC1(C[C@@H](N(C[C@H]1C)C(C(=O)NC=1C=C(C(=NC1)NC(OC(C)(C)C)=O)CC)=O)C=1C=C2C=NNC2=CC1)F |r|